ClC1=CC2=C(C(C3=C(N(S2(=O)=O)C)C=CC=C3)NC(C)C)C=C1 3-Chloro-11-(isopropylamino)-6-methyl-6,11-dihydrodibenzo[c,f][1,2]thiazepine 5,5-dioxide